BrC1=CC(=NC=C1Cl)NC(=O)[C@@H]1C[C@@H](CCC1)NC(OC(C)(C)C)=O tert-butyl ((1R,3S)-3-((4-bromo-5-chloropyridin-2-yl)carbamoyl)cyclohexyl)carbamate